9,9-bis(6-hydroxy-2-naphthyl)-2,7-diphenylfluorene OC=1C=C2C=CC(=CC2=CC1)C1(C2=CC(=CC=C2C=2C=CC(=CC12)C1=CC=CC=C1)C1=CC=CC=C1)C1=CC2=CC=C(C=C2C=C1)O